NC1=C(C=C(C(=C1)CC1COC1)NC=1N=NC(=CC1)C)NC(OC(C)(C)C)=O tert-butyl N-[2-amino-5-[(6-methylpyridazin-3-yl)amino]-4-(oxetan-3-ylmethyl)phenyl]carbamate